FC1=C2C(=NC(=NC2=CC=C1OC)C)O 5-fluoro-6-methoxy-2-methylquinazolin-4-ol